2-((3-(5-(3,5-difluorophenyl)-4,5-dihydro-1H-pyrazole-1-carbonyl)-bicyclo[1.1.1]pentan-1-yl)methyl)-5-methyl-1,2-dihydro-3H-pyrazol-3-one FC=1C=C(C=C(C1)F)C1CC=NN1C(=O)C12CC(C1)(C2)CN2NC(=CC2=O)C